((1-methyl-1H-indol-3-yl)(naphthalen-1-yl)methyl)triphenylphosphine triflate OS(=O)(=O)C(F)(F)F.CN1C=C(C2=CC=CC=C12)C(C1=CC=CC2=CC=CC=C12)C1=C(C=CC=C1)P(C1=CC=CC=C1)C1=CC=CC=C1